ClC1=C(C=C(C=2C3=C(NC12)CCNC([C@@H]3C)=O)OCC(=O)N)Cl (R)-2-((7,8-Dichloro-1-methyl-2-oxo-1,2,3,4,5,6-hexahydroazepino[4,5-b]indol-10-yl)oxy)acetamide